C1CCC12N(CCC2)CCNC(=O)C=2C=C(C(=NC2)C)NC(=O)C=2C=NN1C2SC(=C1)C=1C(=NN(C1)C)C N-(5-((2-(5-azaspiro[3.4]octan-5-yl)ethyl)carbamoyl)-2-methylpyridin-3-yl)-2-(1,3-dimethyl-1H-pyrazol-4-yl)pyrazolo[5,1-b]thiazole-7-carboxamide